C(C1=CC=CC=C1)OC(=O)N1CC(C(C1)CC)C(=O)O (benzyloxycarbonyl)-4-ethylpyrrolidine-3-carboxylic acid